C1CCC12CCN(CC2)C(=O)O 7-azaspiro[3.5]nonan-7-carboxylic acid